7-nitro-5-(trifluoromethyl)-N'-(2-(trifluoromethyl)benzylidene)benzo[d]thiazole-2-carbohydrazide [N+](=O)([O-])C1=CC(=CC=2N=C(SC21)C(=O)NN=CC2=C(C=CC=C2)C(F)(F)F)C(F)(F)F